Tri(triphenylphosphine) ruthenium dichloride [Ru](Cl)Cl.C1(=CC=CC=C1)P(C1=CC=CC=C1)C1=CC=CC=C1.C1(=CC=CC=C1)P(C1=CC=CC=C1)C1=CC=CC=C1.C1(=CC=CC=C1)P(C1=CC=CC=C1)C1=CC=CC=C1